1-((2-(4-methylphenyl)thiazol-4-yl)methyl)-8-nitro-2,3-dihydro-1H-imidazo[1,2-a]pyridin-4-ium CC1=CC=C(C=C1)C=1SC=C(N1)CN1CC[N+]2=C1C(=CC=C2)[N+](=O)[O-]